(3S,4S)-tert-Butyl 3,4-Bis(((1S,2R)-2-phenylcyclopropyl)carbamoyl)pyrrolidine-1-carboxylate C1(=CC=CC=C1)[C@@H]1[C@H](C1)NC(=O)[C@@H]1CN(C[C@H]1C(N[C@@H]1[C@H](C1)C1=CC=CC=C1)=O)C(=O)OC(C)(C)C